(R)-1-(4-(8-amino-2,2,4-trifluoro-[1,3]dioxolo[4,5-g]quinazolin-6-yl)piperazin-1-yl)-3-(ethylamino)-3-(4-fluorophenyl)propan-1-one NC1=NC(=NC=2C(=C3C(=CC12)OC(O3)(F)F)F)N3CCN(CC3)C(C[C@H](C3=CC=C(C=C3)F)NCC)=O